COC1=NC(=NN2C1=C(C=C2)C=2C=CC1=C(N(N=N1)C)C2)NC2CC(C2)(C(=O)NCCOC)C (1s,3s)-3-((4-methoxy-5-(1-methyl-1H-benzo[d][1,2,3]triazol-6-yl)pyrrolo[2,1-f][1,2,4]triazin-2-yl)amino)-N-(2-methoxyethyl)-1-methylcyclobutane-1-carboxamide